C(CCCCCCCCCCCCCCC)(=O)OC[C@@H](OC(C)=O)CO 1-O-palmitoyl-2-O-acetyl-sn-glycerol